FC1=C(C(=CC=C1C)[N+](=O)[O-])C#CCCCCO 6-(2-Fluoro-3-methyl-6-nitrophenyl)hex-5-yn-1-ol